(P)-1-(4-bromo-2-methoxyphenyl)-N-(isoxazol-3-yl)-N-(4-methoxybenzyl)-2-oxo-1,2-dihydroquinoline-6-sulphonamide BrC1=CC(=C(C=C1)N1C(C=CC2=CC(=CC=C12)S(=O)(=O)N(CC1=CC=C(C=C1)OC)C1=NOC=C1)=O)OC